C(C)C(CC)(CCCCCCCCCCCCCCCC)C=1NC(OC1)=O 4-(3-ethylnonadecan-3-yl)oxazol-2(3H)-one